CC1=CC=CC(=N1)C1=C(N=CN1)C=1C=C2C=C(C=NC2=CC1)NC(=O)C1CCNCC1 N-[6-[5-(6-methyl-2-pyridyl)-1H-imidazol-4-yl]-3-quinolyl]piperidine-4-carboxamide